C(C)N(C=1C=CC=2C(=NC=3NC(C=CC3C2)=O)C1)CC 8-(diethylamino)benzo[b][1,8]naphthyridin-2(1H)-one